FC=1C=C(CCNC2=NC=C(C=N2)C2=NNC(O2)=O)C=CC1 5-(2-((3-fluorophenethyl)amino)pyrimidin-5-yl)-1,3,4-oxadiazole-2(3H)-on